methyl 2-({4-[(2R)-2-(4-chloro-2-fluorophenyl)-2-methyl-1,3-benzodioxol-4-yl]piperidin-1-yl}methyl)-1-[(2S)-oxetan-2-ylmethyl]-1H-benzimidazole-6-carboxylate ClC1=CC(=C(C=C1)[C@]1(OC2=C(O1)C=CC=C2C2CCN(CC2)CC2=NC1=C(N2C[C@H]2OCC2)C=C(C=C1)C(=O)OC)C)F